C(C)C1(C2CC3CC(CC1C3)C2)OC(=O)CN2C(C=CC2=O)=O N-(2-ethyl-2-adamantyloxycarbonylmethyl)maleimide